methyl 6-amino-2,2-difluoro-1,3-benzodiazole-5-carboxylate NC=1C(=CC=2C(=NC(N2)(F)F)C1)C(=O)OC